3-[5-[1-[[4-[(3R,5R)-5-[(5-chloro-1-methyl-6-oxo-pyridazin-4-yl)amino]-1-methyl-3-piperidyl]phenyl]methyl]azetidin-3-yl]-1-oxo-isoindolin-2-yl]piperidine-2,6-dione ClC1=C(C=NN(C1=O)C)N[C@@H]1C[C@@H](CN(C1)C)C1=CC=C(C=C1)CN1CC(C1)C=1C=C2CN(C(C2=CC1)=O)C1C(NC(CC1)=O)=O